3-(4-(tert-butylsulfonyl)phenyl)-5-methyl-pyrazol-4-ol C(C)(C)(C)S(=O)(=O)C1=CC=C(C=C1)C1=NNC(=C1O)C